2-bromo-1-(2-methoxy-4-pyridinyl)ethanone BrCC(=O)C1=CC(=NC=C1)OC